N-(2-Aminophenyl)-2-methyl-2-propenamide NC1=C(C=CC=C1)NC(C(=C)C)=O